1-(2-((2-((4-aminobutoxy)carbonyl)-4-methylthiophen-3-yl)amino)-2-oxoethyl)-1-(2-(isoxazol-3-ylamino)-2-oxoethyl)azepan-1-ium chloride hydrochloride Cl.[Cl-].NCCCCOC(=O)C=1SC=C(C1NC(C[N+]1(CCCCCC1)CC(=O)NC1=NOC=C1)=O)C